CC=1C=C(C=C2C(NC(=NC12)C=1C=C2C(=NC1)SC=C2)=O)CCN2CCOCCC2 8-Methyl-6-(2-[1,4]oxazepan-4-yl-ethyl)-2-thieno[2,3-b]pyridin-5-yl-3H-quinazolin-4-one